N[C@@H](CCC(=O)[O-])C(=O)OC(CCCCCCC)=O.[Na+].[Na+].C(CCCCCCC)(=O)OC([C@@H](N)CCC(=O)[O-])=O di-sodium octanoyl glutamate